CON(C(=O)C1=CC2=C(OC(CO2)C=2C=NC(=CC2)OC)C=C1)C N-methoxy-2-(6-methoxypyridin-3-yl)-N-methyl-2,3-dihydrobenzo[b][1,4]dioxine-6-carboxamide